6-(2,6-difluorophenyl)-4-((1-(1-methylpiperidin-4-yl)-1H-pyrazol-4-yl)amino)pyridazine-3-carboxamide FC1=C(C(=CC=C1)F)C1=CC(=C(N=N1)C(=O)N)NC=1C=NN(C1)C1CCN(CC1)C